N-((3R,4S)-3-fluoro-1-methylpiperidin-4-yl)-4-(methoxy-d3)-5-(1-(2,2,2-trifluoroethyl)-1H-benzo[d][1,2,3]triazol-6-yl)pyrrolo[2,1-f][1,2,4]triazin-2-amine F[C@@H]1CN(CC[C@@H]1NC1=NN2C(C(=N1)OC([2H])([2H])[2H])=C(C=C2)C=2C=CC1=C(N(N=N1)CC(F)(F)F)C2)C